3-[3-methyl-2-oxo-5-[3-[2-(prop-2-yn-1-yloxy)propoxy]prop-1-yn-1-yl]-2,3-dihydro-1H-1,3-benzodiazol-1-yl]piperidine-2,6-dione CN1C(N(C2=C1C=C(C=C2)C#CCOCC(C)OCC#C)C2C(NC(CC2)=O)=O)=O